FC(C1=CC=C(CN2C(=CC3=CC=CC=C23)CNC(C=C)=O)C=C1)(F)F N-((1-(4-(trifluoromethyl)benzyl)-1H-indol-2-yl)methyl)acrylamide